NC=1N=C(NC1)SC=1NC=CN1 Aminothiodiimidazole